CC1=CC2=C(N=C(O2)C(C)SC=2NC(C3=C(N2)N(N=C3)C3CCSCC3)=O)C=C1 6-((1-(6-Methylbenzo[d]oxazol-2-yl)ethyl)thio)-1-(tetrahydro-2H-thiopyran-4-yl)-1,5-Dihydro-4H-pyrazolo[3,4-d]pyrimidin-4-on